CN1C=CC=2C1=NC=CC2C2=C1CN(C(C1=C(C=C2)NC2=NC=C(C=C2)CS(=O)(=O)C)=O)C(=O)OC(C)(C)C Tert-Butyl 4-(1-methyl-1H-pyrrolo[2,3-b]pyridin-4-yl)-7-((5-((methylsulfonyl)methyl)pyridin-2-yl)amino)-1-oxoisoindoline-2-carboxylate